FCCOC=1NC=CC1 2-(2-fluoroethoxy)-1H-pyrrole